BrC1=CC=C2CCN(CC2=C1)CC1CC1 7-bromo-2-(cyclopropylmethyl)-1,2,3,4-tetrahydroisoquinoline